C(C)C1=NC(=NO1)C=1C=C2CC[C@H](C2=CC1)NC(C1=C(C=CC(=C1)CO)F)=O (R)-N-(5-(5-ethyl-1,2,4-oxadiazol-3-yl)-2,3-dihydro-1H-inden-1-yl)-2-fluoro-5-(hydroxymethyl)benzamide